4-(2-Amino-2-methylpropanoyl)-N-(1-(4-(2-(3-(1-aminoethyl)piperidin-1-yl)ethyl)phenyl)-2-oxo-1,2-dihydropyrimidin-4-yl)piperazine-1-carboxamide hydrochloride salt Cl.NC(C(=O)N1CCN(CC1)C(=O)NC1=NC(N(C=C1)C1=CC=C(C=C1)CCN1CC(CCC1)C(C)N)=O)(C)C